FC=1C=C2C3=C(NC2=CC1)C(=NC=C3)C=3NC=CC3 6-fluoro-1-(1H-pyrrol-2-yl)-9H-pyrido[3,4-b]indole